NC=1C(=C(C(=O)OC)C=CC1)F methyl 3-amino-2-fluoro-benzoate